3-(6-methoxy-5-(trifluoromethyl)pyridin-3-yl)phenol COC1=C(C=C(C=N1)C=1C=C(C=CC1)O)C(F)(F)F